5-(4-((N-morpholinyl)methyl)piperidin-1-yl)pyridin-2-amine N1(CCOCC1)CC1CCN(CC1)C=1C=CC(=NC1)N